[Na].NC(C)S(=O)(=O)OCCN aminoethyl aminoethanesulfonate sodium salt